Br[C@@H](C(=O)O)F (2S)-2-bromo-2-fluoroacetic acid